CC1=NC(=CC(=N1)NC1=NN2C(C=C(C=C2)C2=CC(=NC=C2F)CC)=C1)C N-(2,6-dimethylpyrimidin-4-yl)-5-(2-ethyl-5-fluoropyridin-4-yl)pyrazolo[1,5-a]pyridin-2-amine